(R) or (S)-5-((cyclobutylamino)methyl)-3-fluoro-N'-((1,2,3,5,6,7-hexahydro-s-indacen-4-yl)carbamoyl)thiophene-2-sulfonimidamide C1(CCC1)NCC1=CC(=C(S1)[S@@](=O)(N)=NC(NC1=C2CCCC2=CC=2CCCC12)=O)F |o1:11|